(2R)-1,1-Difluoro-2-{2-[4-fluoro-2-(trifluoromethyl)phenyl]-1,3-oxazol-4-yl}-6-azaspiro[2.5]octan-6-sulfonamid FC1([C@H](C12CCN(CC2)S(=O)(=O)N)C=2N=C(OC2)C2=C(C=C(C=C2)F)C(F)(F)F)F